N1=NC(=CC2=C1C1=C(CCC2)C=CC=C1)N1N=C(N=C1N)NC=1C=CC2=C(OCCN2CCN(C)C)C1 1-(6,7-dihydro-5H-benzo[6,7]cyclohepta[1,2-c]pyridazin-3-yl)-N3-(4-(2-dimethylaminoethyl)-(3,4-dihydro-2H-benzo[b][1,4]oxazin-7-yl))-1H-1,2,4-triazole-3,5-diamine